[N+](=O)([O-])C1=CC=C(OCCC2=CC=CC=C2)C=C1 2-(4-nitrophenoxyethyl)benzene